N-(1H-1,2,4-triazol-5-yl)-1-(4-(vinyl-d3)phenyl)toluidine N1N=CN=C1NC1(C(C=CC=C1)C)C1=CC=C(C=C1)C(=C([2H])[2H])[2H]